C1(CC1)C(=O)C(C(=O)OCC1=CC=CC=C1)C(C(=O)N1CCN(CC1)C1=CC(=CC(=C1)Cl)Cl)OCC benzyl 2-(cyclopropanecarbonyl)-4-[4-(3,5-dichlorophenyl)piperazin-1-yl]-3-ethoxy-4-oxo-butanoate